IC=1C=C(C=CC1)CNC1=C2N=CN(C2=NC=N1)[C@H]1[C@H](O)[C@H](O)[C@H](O1)C(=O)NC 1-deoxy-1-{6-[({3-iodophenyl}methyl)amino]-9H-purine-9-yl}-N-methyl-β-D-ribofuranuronamide